Ethyl 4-hydroxy-1-isobutyl-6-methoxy-2-oxo-1,2-dihydroquinoline-3-carboxylate OC1=C(C(N(C2=CC=C(C=C12)OC)CC(C)C)=O)C(=O)OCC